BrC=1C=CC(=NC1C(=O)OC)C(=O)O 5-bromo-6-(methoxycarbonyl)picolinic acid